D,L-2-amino-5-phosphonovalerate N[C@@H](C(=O)[O-])CCCP(=O)(O)O |r|